tert-Butyl (2S,4R)-2-methyl-4-[methyl[8-(1-[[2-(trimethylsilyl)ethoxy]methyl]pyrazol-4-yl)-6H-benzo[c]chromen-3-yl]amino]piperidine-1-carboxylate C[C@@H]1N(CC[C@H](C1)N(C1=CC=C2C3=C(COC2=C1)C=C(C=C3)C=3C=NN(C3)COCC[Si](C)(C)C)C)C(=O)OC(C)(C)C